C(CCC)C(C(=O)OCC)CCCC ethyl 2-butylhexanoate